1-(tert-butoxycarbonyl)-5,6-dihydro-4H-pyridin-3-ylboronic acid C(C)(C)(C)OC(=O)N1C=C(CCC1)B(O)O